[C@H]1(CC[C@H](CC1)C(=O)OC1=CC=C(C=C1)CCC)C(=O)OC1=CC=C(C=C1)CCC di(4-propylphenyl) trans-1,4-cyclohexanedicarboxylate